Cl.Cl.N1CC(C1)C=1C(=C(C=C(C1F)Cl)C(C)N1N=C(C=2C1=NC=NC2N)C)OC 1-[1-(3-Azetidin-3-yl-5-chloro-4-fluoro-2-methoxyphenyl)ethyl]-3-methyl-1H-pyrazolo[3,4-d]pyrimidin-4-amine Dihydrochloride